FC1=CC(=C(N)C(=C1)C1=CC(=NC=C1)OC)C(C)C 4-fluoro-2-isopropyl-6-(2-methoxypyridin-4-yl)aniline